6-chloro-2-(4,6-dimethyl-1,3,5-triazin-2-yl)-1-(2-methylprop-1-en-1-yl)-2,3,4,9-tetrahydro-1H-pyrido[3,4-b]indole ClC=1C=C2C3=C(NC2=CC1)C(N(CC3)C3=NC(=NC(=N3)C)C)C=C(C)C